Di-tert-butyl (((furan-2,5-dicarbonyl)bis(azanediyl))bis(4,1-phenylene))dicarbamate O1C(=CC=C1C(=O)NC1=CC=C(C=C1)NC(OC(C)(C)C)=O)C(=O)NC1=CC=C(C=C1)NC(OC(C)(C)C)=O